2-(2-naphthoyloxy)aniline C1=C(C=CC2=CC=CC=C12)C(=O)OC1=C(N)C=CC=C1